Methyl (E)-3-[4-(isopropylamino)-2-methylsulfanyl-pyrimidin-5-yl]prop-2-enoate C(C)(C)NC1=NC(=NC=C1/C=C/C(=O)OC)SC